1,1'-biphenanthryl C1(=CC=CC=2C3=CC=CC=C3C=CC12)C1=CC=CC=2C3=CC=CC=C3C=CC12